N1NC(CC1)=O 1,4-dihydropyrazol-3(3H)-one